6,7-Dihydro-5H-pyrazolo[5,1-b][1,3]oxazin-3-yl-[3-hydroxy-2-(5H-imidazo[1,5-b]isoindol-5-yl)-7-azaspiro[3.5]nonan-7-yl]methanon N1=CC(=C2OCCCN21)C(=O)N2CCC1(C(C(C1)C1N3C(C=4C=CC=CC14)=CN=C3)O)CC2